6-methyl-8-[1-(2-methylsulfonylanilino)ethyl]-2-morpholino-quinoline-4-carbonitrile CC=1C=C2C(=CC(=NC2=C(C1)C(C)NC1=C(C=CC=C1)S(=O)(=O)C)N1CCOCC1)C#N